FC1=C(C(=CC=C1)OC)C1=CC(=CC=C1)[C@H](CC(=O)OC)NC([C@H](CC(C)C)N1C=NC2=CC=CC=C2C1=O)=O (S)-methyl 3-(2'-fluoro-6'-methoxybiphenyl-3-yl)-3-((S)-4-methyl-2-(4-oxoquinazolin-3(4H)-yl)pentanamido)propanoate